N-(5-amino-7-fluoro-8-methyl-4-oxothiochroman-3-yl)acetamide NC1=C2C(C(CSC2=C(C(=C1)F)C)NC(C)=O)=O